CC1=C(C=C(C=C1)C)C1=CC(=CC=2C(N(CCOC21)[C@@H](C)C2=NC=CC(=C2)OC)=O)CN2C(=NC=C2)C (S)-9-(2,5-dimethylphenyl)-4-(1-(4-methoxypyridin-2-yl)ethyl)-7-((2-methyl-1H-imidazol-1-yl)methyl)-3,4-dihydrobenzo[f][1,4]oxazepin-5(2H)-one